COC=1C=CC(=NC1)C(CC(=O)OC)=O methyl 3-(5-methoxypyridin-2-yl)-3-oxopropanoate